N,N-dimethylpiperidine-4-amine chloride [Cl-].CN(C1CCNCC1)C